2-hydroxy-4-tetradecyloxyacetophenone OC(C)CC(CCCCCCCCCC)OCC(=O)C1=CC=CC=C1